N,N'-dimethyl-3-aminopyrrolidine CNC1CCN(C1)C